C(C)(C)(C)OC(=O)C=1C=C(C[C@H](N)C(=O)O)C=CC1 3-(tert-Butoxycarbonyl)-L-phenylalanine